C=CCCCCCCCCCCCCCCCCCCCCCCCCCCCC Triacont-1-ene